FCCCN1CC(C1)N (E)-1-(3-fluoropropyl)azetidin-3-amine